1-[(2R)-1-methylpyrrolidin-2-yl]Methylamine CN1[C@H](CCC1)CN